6-(N-(1-cyanocyclopropyl)sulfamoyl)-8-(4-(dimethylcarbamoyl)piperazin-1-yl)-N-ethyl-N-methylimidazo[1,2-a]pyridine-3-carboxamide C(#N)C1(CC1)NS(=O)(=O)C=1C=C(C=2N(C1)C(=CN2)C(=O)N(C)CC)N2CCN(CC2)C(N(C)C)=O